[N].OC1=C(C=C(C=C1)C(C)(C)CC(C)(C)C)N1N=C2C(=N1)C=CC=C2 2-(2'-hydroxy-5'-tert-octylphenyl)benzotriazole nitrogen